COCCN(C1CCC(CC1)NC(=O)C1=NNC2=CC=C(C=C12)C1=CC(=CC=C1)NC(C=C)=O)C 3-N-[4-[2-methoxyethyl(methyl)amino]cyclohexyl]-5-[3-(prop-2-enoylamino)phenyl]-1H-indazole-3-carboxamide